3-fluoro-4-chloroacetophenone CC(=O)C1=CC(=C(C=C1)Cl)F